(S,E)-3-(4-cyanophenyl)-4-phenyl-N-((4-(trifluoromethyl)phenyl)sulfonyl)-4,5-dihydro-1H-pyrazole-1-carboxamide chloride [Cl-].C(#N)C1=CC=C(C=C1)C1=NN(C[C@@H]1C1=CC=CC=C1)C(=O)NS(=O)(=O)C1=CC=C(C=C1)C(F)(F)F